FC1=CC=C(C=C1)N1C(C(=CC=C1C(C)C)C(=O)O)=O 1-(4-fluorophenyl)-6-isopropyl-2-oxo-1,2-dihydropyridine-3-carboxylic acid